ClC1=CC=C(\C=N\NC2=NC(=NC(=C2)C(F)(F)F)SCC#C)C=C1 (E)-4-(2-(4-chlorobenzylidene)hydrazino)-2-(prop-2-yn-1-ylthio)-6-(trifluoromethyl)pyrimidine